C(C)O[Si](CCCNC(=O)OCCSC1=C2C=CC=NC2=C2N=CC=CC2=C1)(OCC)OCC 5-(2-(3-(triethoxysilyl)propyl-carbamoyl-oxy)ethylsulfanyl)-1,10-phenanthroline